C(C)(C)C1=CC=C(C=2C=C(C=C(C12)S)C(C)C)S 4,7-diisopropyl-1,5-naphthalenedithiol